4-vinyl-1,3-dioxolane-2-one C(=C)C1OC(OC1)=O